N-((1-Cyanopyrrolidin-3-yl)methyl)-5-phenyl-1H-pyrazol-3-carboxamid C(#N)N1CC(CC1)CNC(=O)C1=NNC(=C1)C1=CC=CC=C1